NC1=CC=C(C=C1)C=1C=C2N(C=CN=C2C2=CC(=C(C(=C2)OC)OC)OC)C1 7-(4-aminophenyl)-1-(3,4,5-trimethoxyphenyl)pyrrolo[1,2-a]pyrazine